6-((1-(2-((tert-butyldimethylsilyl)oxy)ethyl)-1H-pyrazol-4-yl)thio)-2-((1-(tetrahydro-2H-pyran-2-yl)-1H-pyrazol-3-yl)methyl)phthalazin-1(2H)-one [Si](C)(C)(C(C)(C)C)OCCN1N=CC(=C1)SC=1C=C2C=NN(C(C2=CC1)=O)CC1=NN(C=C1)C1OCCCC1